N-methoxy-N-methyl-3-(1-methyl-1H-pyrazol-4-yl)quinoline-6-carboxamide CON(C(=O)C=1C=C2C=C(C=NC2=CC1)C=1C=NN(C1)C)C